6-(3-amino-6-(3-((dimethylamino)methyl)-4-(tetrahydro-2H-pyran-4-yl)phenyl)-5-fluoropyrazin-2-yl)-4-fluoroisoquinolin-1(2H)-one NC=1C(=NC(=C(N1)F)C1=CC(=C(C=C1)C1CCOCC1)CN(C)C)C=1C=C2C(=CNC(C2=CC1)=O)F